C(=O)(C=C)C(=CC1=CC=CC=C1)[N+](=O)[O-] acrylnitryl-styrol